ClC1=CC=C(C=C1)NC(NCCC1=CC=C(C=C1)N(C)C)=O 3-(4-Chlorophenyl)1-{2-[4-(dimethylamino)phenyl]ethyl}urea